2-((4-((1S,4S)-2,5-diazabicyclo[2.2.1]heptan-2-yl)-2-(difluoromethoxy)phenyl)amino)-5-(trifluoromethyl)pyrimidin [C@@H]12N(C[C@@H](NC1)C2)C2=CC(=C(C=C2)NC2=NC=C(C=N2)C(F)(F)F)OC(F)F